CC1(CC(C=2C=CC=NC2C1)=O)C 7,7-dimethyl-7,8-Dihydroquinolin-5(6H)one